3-(4-(3-(((S)-1-((2S,4R)-4-Hydroxy-2-((4-(4-methylthiazol-5-yl)benzyl)carbamoyl)pyrrolidin-1-yl)-3,3-dimethyl-1-oxoBut-2-yl)amino)-3-oxopropyl)phenyl)propionic acid O[C@@H]1C[C@H](N(C1)C([C@H](C(C)(C)C)NC(CCC1=CC=C(C=C1)CCC(=O)O)=O)=O)C(NCC1=CC=C(C=C1)C1=C(N=CS1)C)=O